3-(5-{[4-(aminomethyl)phenyl]methoxy}-1-(furan-2-carbonyl)-4-methoxy-1H-pyrazol-3-yl)-1-(dimethylcarbamoyl)-4-methylpiperidine-2-carboxylic acid NCC1=CC=C(C=C1)COC1=C(C(=NN1C(=O)C=1OC=CC1)C1C(N(CCC1C)C(N(C)C)=O)C(=O)O)OC